N[C@@]1(CN(CC1)C=1N=C(NC(C1Cl)=O)C1=CC(=NC=C1)F)C 4-[(3S)-3-amino-3-methyl-pyrrolidin-1-yl]-5-chloro-2-(2-fluoro-4-pyridinyl)-1H-pyrimidin-6-one